(E)-3-fluoro-2-[(2-phenyl-1,2,3,4-tetrahydroquinolin-6-yl)oxymethyl]prop-2-en-1-ylamine hydrochloride Cl.F/C=C(\CN)/COC=1C=C2CCC(NC2=CC1)C1=CC=CC=C1